C(C)(C)(C)OC(=O)N1[C@H](C[C@@H](C1)C1=CC=CC=C1)C(N[C@H](C(=O)NCC1=CC=C2C(=NNC2=C1)N)C)=O (2R,4R)-2-(((S)-1-(((3-amino-1H-indazol-6-yl)methyl)amino)-1-oxopropan-2-yl)carbamoyl)-4-phenylpyrrolidine-1-carboxylic acid tert-butyl ester